N=1C=NN2C1C=CC=C2CCC[C@H]2C[C@@H]1N(CCN(C1)C=1C=CC(=C(C#N)C1)F)C2=O 5-((7S,8aS)-7-(3-([1,2,4]triazolo[1,5-a]pyridin-5-yl)propyl)-6-oxohexahydropyrrolo[1,2-a]pyrazin-2(1H)-yl)-2-fluorobenzonitrile